1-(3-(1,1-Difluoro-2-hydroxyethylsulfonyl)phenoxy)-3-((R)-8-(quinolin-3-ylsulfonyl)-1-oxa-8-azaspiro[4.5]decan-3-ylamino)propan-2-ol FC(CO)(S(=O)(=O)C=1C=C(OCC(CN[C@H]2COC3(C2)CCN(CC3)S(=O)(=O)C=3C=NC2=CC=CC=C2C3)O)C=CC1)F